6-methyl-8-[(1-methylpyrazol-4-yl)methyl]-2-(methylsulfanyl)-5-[2-(triisopropylsilyl)ethynyl]pyrido[2,3-d]pyrimidin-7-one CC1=C(C2=C(N=C(N=C2)SC)N(C1=O)CC=1C=NN(C1)C)C#C[Si](C(C)C)(C(C)C)C(C)C